(2S)-citrate C(CC(O)(C(=O)[O-])CC(=O)[O-])(=O)[O-]